CCCCCCCCCCCCCCCCCCCCCC(=O)OC[C@H](COP(=O)([O-])OCC[N+](C)(C)C)OC(=O)CCCCCC/C=C\C/C=C\C/C=C\CCCCC 1-docosanoyl-2-(8Z,11Z,14Z-eicosatrienoyl)-glycero-3-phosphocholine